1-(4-((tert-butyldimethylsilyl)oxy)phenyl)-3,4-dihydroisoquinoline [Si](C)(C)(C(C)(C)C)OC1=CC=C(C=C1)C1=NCCC2=CC=CC=C12